N-[4-(4-Fluoro-1,3-benzoxazol-2-yl)phenyl]-2,2-dimethylpropanamid FC1=CC=CC2=C1N=C(O2)C2=CC=C(C=C2)NC(C(C)(C)C)=O